C1=CC=CC2=C1C=1C=3C=CC=CC3NC1C1=C2C=CC=C1 dibenzoCarbazole